C(C)(=O)O[C@@]12CCC([C@H]3[C@]14C=1C(=C(C=CC1C[C@H]2N(C)CC4)OC)O3)=O oxycodone 14-acetate